C1(=CC=CC=C1)C=1C(=C(C=CC1NC1=CC(=CC=C1)C)C1=CC=C(C=C1)NC1=CC(=CC=C1)C)C1=CC=CC=C1 diphenyl-N,N'-Bis(3-methylphenyl)-1,1'-biphenyl-4,4'-diamine